N-[4-[[(2R)-4-(dimethylamino)-1-phenylsulfanyl-butan-2-yl]amino]-3-nitrophenyl]sulfonylbenzamide CN(CC[C@H](CSC1=CC=CC=C1)NC1=C(C=C(C=C1)S(=O)(=O)NC(C1=CC=CC=C1)=O)[N+](=O)[O-])C